1-(2-(6-(1-(2,6-dichlorophenyl)azetidin-3-yl)pyridin-3-yl)propan-2-yl)piperidine-4-carboxylic acid, formic acid salt C(=O)O.ClC1=C(C(=CC=C1)Cl)N1CC(C1)C1=CC=C(C=N1)C(C)(C)N1CCC(CC1)C(=O)O